C(C1=CC=CC=C1)N1CC(CCC1)C1=NC=2N(C=C1)N=C(C2CN2CCNCC2)C (1-benzylpiperidin-3-yl)-2-methyl-3-(piperazin-1-ylmethyl)pyrazolo[1,5-a]pyrimidine